((2R,3S,5R)-5-(2-chloro-6-octanamido-9H-purin-9-yl)-2-ethynyl-3-hydroxytetrahydrofuran-2-yl)methyl spiro[4.5]decane-8-carboxylate C1CCCC12CCC(CC2)C(=O)OC[C@]2(O[C@H](C[C@@H]2O)N2C1=NC(=NC(=C1N=C2)NC(CCCCCCC)=O)Cl)C#C